C1(CC1)C1=NC(=NO1)C1(CCN(CC1)C(=O)N[C@H]1[C@@H](CCC[C@@H]1N1CCN(CC1)C(C)C)F)C |r| Rac-4-(5-cyclopropyl-1,2,4-oxadiazol-3-yl)-N-{(1r,2r,6s)-2-fluoro-6-[4-(propan-2-yl)piperazin-1-yl]cyclohexyl}-4-methylpiperidine-1-carboxamide